BrC=1C=CC(=NC1)C1(CN(CC1)C(=O)OC(C)(C)C)F tert-butyl 3-(5-bromopyridin-2-yl)-3-fluoropyrrolidine-1-carboxylate